FC(C(=O)NNC(C(F)(F)F)=O)(F)F N,N'-bis(trifluoroacetyl)hydrazine